(S)-N-(chroman-4-yl)-2-(5-(hydroxymethyl)pyridin-3-yl)benzo[d]thiazole-6-carboxamide O1CC[C@@H](C2=CC=CC=C12)NC(=O)C1=CC2=C(N=C(S2)C=2C=NC=C(C2)CO)C=C1